2,5-diaminobenzeneacetic acid NC1=C(C=C(C=C1)N)CC(=O)O